1-(3-bromopyridine-2-yl)ethanol BrC=1C(=NC=CC1)C(C)O